N-{4-[(3-chloro-1-{[2-(trimethylsilyl)ethoxy]methyl}-1H-pyrrolo[2,3-b]pyridin-4-yl)oxy]-3,5-difluorophenyl}-N'-(2-hydroxyethyl)thiourea ClC1=CN(C2=NC=CC(=C21)OC2=C(C=C(C=C2F)NC(=S)NCCO)F)COCC[Si](C)(C)C